(S)-2-(7-(3-ethylureido)dibenzo[b,d]furan-2-sulfonamido)-3-methyl-butanoic acid C(C)NC(NC1=CC2=C(C3=C(O2)C=CC(=C3)S(=O)(=O)N[C@H](C(=O)O)C(C)C)C=C1)=O